C(#N)C1=CNC2=C(C=CC(=C12)C)NS(=O)(=O)C=1C(=NN(C1)CC(C)(C)O)F N-(3-cyano-4-methyl-1H-indol-7-yl)-3-fluoro-1-(2-hydroxy-2-methylpropyl)pyrazole-4-sulfonamide